C(C=C)C1(CCC1)NC1=C(C=C(C(=N1)C(=O)OC)[N+](=O)[O-])C(F)(F)F Methyl 6-[(1-allylcyclobutyl)amino]-3-nitro-5-(trifluoromethyl)pyridine-2-carboxylate